2-(6-methyl-4,5-dihydropyrrolo[1,2-a]quinoxalin-4-yl)aniline CC1=C2NC(C=3N(C2=CC=C1)C=CC3)C3=C(N)C=CC=C3